CC1=NC(=CC(=C1)C=1C(=CC2=C(N(C(N2C)=O)C)C1)NC1=C2C(N(C(C2=CC=C1)=O)C1C(NC(CC1)=O)=O)=O)C 4-((6-(2,6-Dimethylpyridin-4-yl)-1,3-dimethyl-2-oxo-2,3-dihydro-1H-benzo[d]imidazol-5-yl)amino)-2-(2,6-dioxopiperidin-3-yl)isoindoline-1,3-dione